BrC=1C=CC2=C(C(=C(O2)C(F)F)COC2=C(C=CC=C2)CC(=O)OCC)C1 ethyl 2-(2-((5-bromo-2-(difluoromethyl)benzofuran-3-yl)methoxy)phenyl)acetate